2-diazo-1-(5-(difluoromethyl)-1-methyl-1H-pyrazol-3-yl)ethan-1-one [N+](=[N-])=CC(=O)C1=NN(C(=C1)C(F)F)C